S1C(=CC=C1CO)CO thiophene-2,5-diyl-dimethyl alcohol